6-Chloro-3-(((R)-1-(6-((S)-4-(3-cyanobenzyl)-2-oxooxaolidin-3-yl)-4-methylpyridin-2-yl)ethyl)amino)picolinic acid ClC1=CC=C(C(=N1)C(=O)O)N[C@H](C)C1=NC(=CC(=C1)C)[C@H]1C(OCC1CC1=CC(=CC=C1)C#N)=O